tert-butyl (2,5-dimethyl-4,5-dihydro-[1,2,4]triazolo[1,5-a]quinoxalin-6-yl-4,4-d2)carbamate CC1=NN2C(C(N(C3=C(C=CC=C23)NC(OC(C)(C)C)=O)C)([2H])[2H])=N1